1-(Tert-butyl)-N-(2-fluoro-5-(3-fluoro-8-morpholinoimidazo[1,2-a]pyridin-6-yl)-4-methylphenyl)-1H-pyrrole-3-carboxamide C(C)(C)(C)N1C=C(C=C1)C(=O)NC1=C(C=C(C(=C1)C=1C=C(C=2N(C1)C(=CN2)F)N2CCOCC2)C)F